BrC1=CC(=CC=C1OC)OC 4-bromo-2,5-dimethoxybenzene